C(C)(=O)OC1=CC=C2C(=CN(C(C2=C1)=O)C)Br 4-Bromo-2-Methyl-1-Oxoisoquinolin-7-Yl Acetate